[C@H]12CN(C[C@H](CC1)N2)C2=NC(=NC1=C(C(=C(C=C21)F)C2=CC(=CC1=CC=C(C(=C21)CC)F)O)F)OCC2(CCC(O2)=O)C 5-(((4-((1R,5S)-3,8-diazabicyclo[3.2.1]oct-3-yl)-7-(8-ethyl-7-fluoro-3-hydroxynaphthalen-1-yl)-6,8-difluoroquinazolin-2-yl)oxy)methyl)-5-methyldihydrofuran-2(3H)-one